[2-(1-tert-butylpyrazol-3-yl)-4-(5-methyl-4H-1,2,4-triazol-3-yl)phenyl]-(4,4-difluoropiperidin-1-yl)methanone C(C)(C)(C)N1N=C(C=C1)C1=C(C=CC(=C1)C1=NN=C(N1)C)C(=O)N1CCC(CC1)(F)F